COC1=C(C=CC=C1)N1N=C(C=C1C1=CC(=CC=C1)OC(C)C)COC(C(=O)O)(C)C 2-([1-(2-Methoxyphenyl)-5-[3-(propan-2-yloxy)phenyl]-1H-pyrazol-3-yl]methoxy)-2-methylpropanoic acid